8-bromo-N-[(2,4-dimethoxyphenyl)-methyl]-3-methyl-pyrrolo[1,2-a]pyrazine-6-carboxamide BrC=1C=C(N2C1C=NC(=C2)C)C(=O)NCC2=C(C=C(C=C2)OC)OC